CN1CCC(CC1)C(=O)NCC1=C(C=C(C=C1)C1=NC(=NC=C1)NC=1C=NN(C1)C)C 1-methyl-N-(2-methyl-4-(2-((1-methyl-1H-pyrazol-4-yl)amino)pyrimidin-4-yl)benzyl)piperidine-4-carboxamide